1-(2-((tert-butyldiphenylsilyl)oxy)-1-((tetrahydrofuran-3-yl)amino)ethyl)cyclopropane-1-carbonitrile [Si](C1=CC=CC=C1)(C1=CC=CC=C1)(C(C)(C)C)OCC(NC1COCC1)C1(CC1)C#N